COC1=C2C=C(N(C2=CC=C1)S(=O)(=O)C1=CC=CC=C1)C=O 4-Methoxy-1-(phenylsulfonyl)-1H-indole-2-carbaldehyde